3-cyanomethyl-1-vinylimidazolium C(#N)C[N+]1=CN(C=C1)C=C